ClC=1C=NC(=C2C(C=C(N(C12)C1=C(C=C(C=C1Cl)OCC(C)(C)O)Cl)C)=O)CCCS(=O)(=O)C 8-chloro-1-(2,6-dichloro-4-(2-hydroxy-2-methylpropoxy)phenyl)-2-methyl-5-(3-(methylsulfonyl)propyl)-1,6-naphthyridin-4(1H)-one